ClC1=C(C=C(C(=O)N2CCN(CC2)CCCCC2CCN(CC2)C(=O)[O-])C=C1)N1C(NC(CC1)=O)=O 4-(4-(4-(4-chloro-3-(2,4-dioxotetrahydropyrimidin-1(2H)-yl)benzoyl)piperazin-1-yl)butyl)piperidine-1-carboxylate